N,N-Diethyl-5-(2-fluorobenzoyl)indolizine-7-formamide C(C)N(C(=O)C=1C=C(N2C=CC=C2C1)C(C1=C(C=CC=C1)F)=O)CC